ClC1=C(C=C(C(=C1)F)OC)C1=CC=2N(C(N(C(C2S1)=O)C=1C=NC=C(C#N)C1)=O)CCC#N 5-(6-(2-chloro-4-fluoro-5-methoxyphenyl)-1-(2-cyanoethyl)-2,4-dioxo-1,4-dihydrothieno[3,2-d]pyrimidin-3(2H)-yl)nicotinonitrile